pyridinecarboxylic acid oxygen [O].N1=C(C=CC=C1)C(=O)O